N,N-diethoxy-O-ethylhydroxylamine C(C)ON(OCC)OCC